ClC=1C=C(C=C(C1OC1=CNC(C(=C1)C(C)C)=O)Cl)N1N=CC(NC1=O)=O 2-(3,5-dichloro-4-((5-isopropyl-6-oxo-1,6-dihydropyridin-3-yl)oxy)phenyl)-1,2,4-triazine-3,5(2H,4H)-dione